C(C)(C)(C)C=1C=C(C=CC1)[C@H](C)NC(=O)C1=CC=C2C(=C(N(C2=C1)C)C)CC=1C=C(OC(C(=O)OCC)C2CC2)C=CC1 ethyl 2-(3-((6-(((S)-1-(3-(tert-butyl)phenyl)ethyl)carbamoyl)-1,2-dimethyl-1H-indol-3-yl)methyl)phenoxy)-2-cyclopropylacetate